NCCNCCO 2-{(2-aminoethyl)amino}ethanol